1-(pyridin-2-ylmethyl)-1H-benzo[d]imidazol-2(3H)-one N1=C(C=CC=C1)CN1C(NC2=C1C=CC=C2)=O